4-(2-chlorophenyl)quinazoline ClC1=C(C=CC=C1)C1=NC=NC2=CC=CC=C12